N-(5-((4-chlorobenzyl)oxy)-1,3,4-thiadiazol-2-yl)-6-cyano-2-(3-oxopiperazin-1-yl)nicotinamide ClC1=CC=C(COC2=NN=C(S2)NC(C2=C(N=C(C=C2)C#N)N2CC(NCC2)=O)=O)C=C1